ClC1=NC=CC(=C1)N1CC(C1)CC(=O)[O-].[Na+] sodium 2-(1-(2-chloropyridin-4-yl)azetidin-3-yl)acetate